C(C)OC=1C=C(C=CC1)C1=CC(=C(C=C1)C(C)=O)F 1-(3'-ethoxy-3-fluoro-[1,1'-biphenyl]-4-yl)ethan-1-one